CN(C)CC1(CCN(CC1)C=1C=C2[C@H](CN(CC2=CC1)C1=C2C(=NC=C1)N(N=C2)C)C)O 4-[(dimethylamino)methyl]-1-[(4R)-4-methyl-2-(1-methylpyrazolo[3,4-b]pyridin-4-yl)-3,4-dihydro-1H-isoquinolin-6-yl]piperidin-4-ol